5-[4-[(3-ethylpyridin-2-yl)carbonylamino]phenyl]-1H-naphtho[1,2-b][1,4]diazepine C(C)C=1C(=NC=CC1)C(=O)NC1=CC=C(C=C1)N1C2=C(NCC=C1)C1=CC=CC=C1C=C2